ClC=1C(=C(C=CC1)O)C1=C(C2=C(CN3[C@@H](CO2)CNCC3)C=C1C#CCN(C)C)F 3-Chloro-2-{(12aR)-8-[3-(dimethylamino)prop-1-yn-1-yl]-10-fluoro-1,2,3,4,12,12a-hexahydro-6H-pyrazino[2,1-c][1,4]benzooxazepin-9-yl}phenol